Nonadecanoic acid chloromethyl ester ClCOC(CCCCCCCCCCCCCCCCCC)=O